C(C1=CC=CC=C1)SC1=CC(=NC=C1)OCC(C)(O)C 1-{[4-(benzylsulfanyl)pyridin-2-yl]oxy}-2-methylpropan-2-ol